N(=[N+]=[N-])C1=C(C=CC=C1)C#CC(C1=CC2=CC=CC=C2C=C1)NS(=O)(=O)C N-(3-(2-azidophenyl)-1-(naphthalen-2-yl)prop-2-yn-1-yl)methanesulfonamide